N-[3-(5-chloro-1H-pyrrolo[2,3-b]pyridine-3-carbonyl)-2,4-difluoro-phenyl]pyrrolidine ClC=1C=C2C(=NC1)NC=C2C(=O)C=2C(=C(C=CC2F)N2CCCC2)F